N'-benzhydryl-1,5-diamino-2-methylpentane C(C1=CC=CC=C1)(C1=CC=CC=C1)NCCCC(CN)C